(S)-2-amino-3-(3-cyclopentyl-4-hydroxyphenyl)-propionic acid methyl ester COC([C@H](CC1=CC(=C(C=C1)O)C1CCCC1)N)=O